1,1'-(hexa-2,4-diyne-1,6-diyl)bis(3-hexylurea) C(C#CC#CCNC(=O)NCCCCCC)NC(=O)NCCCCCC